NCCCCC(C(=O)O)N(CC(=O)O)CC(=O)O 6-amino-2-[bis(carboxymethyl)amino]hexanoic acid